(Z)-N-(3-(2-chloro-9H-thioxanthen-9-ylidene)propyl)-N,N-dimethyldodecan-1-aminium bromide [Br-].ClC1=CC=2\C(\C3=CC=CC=C3SC2C=C1)=C/CC[N+](CCCCCCCCCCCC)(C)C